FC1=CC=C(C=C1)N1N=C(C(=C1)C1OC(C(N1)=O)C)C1=COC=C1 2-(1-(4-fluorophenyl)-3-(furan-3-yl)-1H-pyrazol-4-yl)-5-methyloxazolidin-4-one